C1C2N(CCN1)CCC1=C2C2=C(S1)N=CC=C2 1,3,4,6,7,12c-Hexahydro-2H-pyrido[3'',2'':4',5']thieno[3',2':3,4]pyrido[1,2-a]pyrazine